ClC=1C=C(OCCSCC2=NNC(N2)=S)C=CC1Cl 3-[(3,4-Dichlorophenoxyethylthio)methyl]-1H-1,2,4-triazole-5(4H)-thione